C(C)(C)(C)C1=CC(=C(C=C1)N(C(=O)[C@@H]1N(C[C@@H](C1)OC)C#N)C(C(=O)NC1CCC(CC1)(F)F)C=1C=NC=C(C1)F)F (2R,4R)-N-(4-tert-butyl-2-fluoro-phenyl)-1-cyano-N-[2-[(4,4-difluorocyclohexyl)amino]-1-(5-fluoro-3-pyridyl)-2-oxo-ethyl]-4-methoxy-pyrrolidine-2-carboxamide